2-((Ethyl-d5)(6-ethyl-2-(1-(2-(3-hydroxyazetidin-1-yl)-2-oxoethyl)piperidine-4-yl)imidazo[2,1-b]thiazol-5-yl)amino)-4-(4-fluorophenyl)thiazole-5-carbonitrile C(C([2H])([2H])[2H])([2H])([2H])N(C=1SC(=C(N1)C1=CC=C(C=C1)F)C#N)C1=C(N=C2SC(=CN21)C2CCN(CC2)CC(=O)N2CC(C2)O)CC